bismuth methyltriphenylphosphine CC1=C(C=CC=C1)P(C1=CC=CC=C1)C1=CC=CC=C1.[Bi]